C1(CCCCC1)[C@@H](C)NS(=O)(=O)C1=CC=C(C2=CC=CC=C12)NC(C1=C(C=CC=C1)C)=O (R)-N-(4-(N-(1-cyclohexylethyl)sulfamoyl)naphthalen-1-yl)-2-methylbenzamide